BrC1=CC(=C(OC=2C(N(C=CC2)C)=O)C=C1)F 3-(4-bromo-2-fluorophenoxy)-1-methylpyridin-2(1H)-one